(E)-2-fluoro-3-phenylbut-2-enoate F\C(\C(=O)[O-])=C(/C)\C1=CC=CC=C1